FC=1C=C2C(N(C(=NC2=CC1)NC=1C=NC=C(C1)F)C1=C(C=CC=C1)F)=O 6-fluoro-3-(2-fluorophenyl)-2-((5-fluoropyridin-3-yl)amino)quinazolin-4(3H)-one